3-methyl-3,4-dihydro-1H-pyrido[3,4-b]indole-9(2H)-carboxylic acid tert-butyl ester C(C)(C)(C)OC(=O)N1C2=C(C3=CC=CC=C13)CC(NC2)C